butyl 4-hydroxy-2-((4-methyl-3-((1-(naphthalen-1-yl) cyclopropyl) carbamoyl)phenoxy)methyl)pyrrolidine-1-carboxylate OC1CC(N(C1)C(=O)OCCCC)COC1=CC(=C(C=C1)C)C(NC1(CC1)C1=CC=CC2=CC=CC=C12)=O